8',12'-dimethyl-1'H-spiro[cyclohexane-1,3'-imidazo[1',5':1,6]pyrido[3,4-b][1,6]naphthyridine]-1',5',11'(2'H,6'H)-trione CC=1N=CC=2C(C3=C(NC2C1)C(N1C(=C3C)C(NC13CCCCC3)=O)=O)=O